Methylmethoxyphenyloxysilane C[SiH](OC1=CC=CC=C1)OC